N-[2-(2,4-dichlorophenyl)-ethyl]-2-[1-[(2,3-difluorophenyl)methyl]-5-oxopyrrolidin-2-yl]acetamid ClC1=C(C=CC(=C1)Cl)CCNC(CC1N(C(CC1)=O)CC1=C(C(=CC=C1)F)F)=O